4,4''-di(9'H-[9,3':6',9''-tercarbazol]-9'-yl)-3'-(pyridin-3-yl)-[1,1':4',1''-terphenyl] C1=CC=CC=2C3=CC=CC=C3N(C12)C=1C=CC=2N(C3=CC=C(C=C3C2C1)N1C2=CC=CC=C2C=2C=CC=CC12)C1=CC=C(C=C1)C1=CC(=C(C=C1)C1=CC=C(C=C1)N1C2=CC=C(C=C2C=2C=C(C=CC12)N1C2=CC=CC=C2C=2C=CC=CC12)N1C2=CC=CC=C2C=2C=CC=CC12)C=1C=NC=CC1